FC1=CC=C(C=C1)C1NC2=CC=CC=C2CC1 2-(4-fluorophenyl)-1,2,3,4-tetrahydroquinoline